FC=1C=C2C(C(NC2=CC1)=O)=O 5-fluoroisatin